5-[2-fluoro-4-(methylsulfanyl)phenyl]-7-{1-[1-(2-fluorophenyl)-1H-1,2,3-triazol-4-yl]ethyl}-7H-pyrrolo[2,3-d]pyrimidin-4-amine FC1=C(C=CC(=C1)SC)C1=CN(C=2N=CN=C(C21)N)C(C)C=2N=NN(C2)C2=C(C=CC=C2)F